(9S)-12-[4-(dimethylamino)phenyl]-9-hydroxy-4-thia-2,12-diazatricyclo[7.3.0.03,7]dodeca-1,3(7),5-trien-8-one CN(C1=CC=C(C=C1)N1CC[C@]2(C(C=3C=CSC3N=C12)=O)O)C